1-(6-chloro-1-(tetrahydro-2H-pyran-2-yl)-1H-pyrazolo[3,4-b]pyrazin-3-yl)-1,2,3,4-tetrahydro-1,5-naphthyridine ClC1=CN=C2C(=N1)N(N=C2N2CCCC1=NC=CC=C21)C2OCCCC2